1-benzyl-2-(2,3-epoxypropyl)-3-octadecyl-glycerol C(C1=CC=CC=C1)OCC(OCC1CO1)COCCCCCCCCCCCCCCCCCC